C(CCC)C=1C(=C(C=CC1)C)O Butyl-hydroxytoluol